2-hydroxy-2-methyl-N-[4-(1-methyl-2-oxo-6-{4-[4-(propan-2-yl)piperazin-1-yl]phenyl}-1,2-dihydroquinolin-3-yl)phenyl]propionamide OC(C(=O)NC1=CC=C(C=C1)C=1C(N(C2=CC=C(C=C2C1)C1=CC=C(C=C1)N1CCN(CC1)C(C)C)C)=O)(C)C